(R)-N-(4-(3-aminopyrrolidin-1-yl)-2-(4-methylpiperazin-1-yl)quinazolin-7-yl)acrylamide N[C@H]1CN(CC1)C1=NC(=NC2=CC(=CC=C12)NC(C=C)=O)N1CCN(CC1)C